ClC1=CC=C2C(=CNC2=C1)S(=O)(=O)NC1=NOC(=C1Cl)C 6-chloro-N-(4-chloro-5-methylisoxazol-3-yl)-1H-indole-3-sulfonamide